ClC1=CC=C(C=C1)/C=C/C(=O)OC1=CC=C(\C=N\C(C(=O)O)C(C)C)C=C1 2-((E)-((E)-4-((E)-3-(4-chlorophenyl)acryloyloxy)benzylidene)amino)-3-methylbutanoic acid